ClC=1C(=CC(=C(C1)NS(=O)(=O)C1=CNC(=C1)C1=NC=CC=C1)F)C(F)(F)F N-[5-chloro-2-fluoro-4-(trifluoromethyl)phenyl]-5-pyridin-2-yl-1H-pyrrole-3-sulfonamide